NC(C(C1=NC=CC(=C1)C)OS(=O)(=O)C)=O methanesulfonic acid 2-amino-1-(4-methylpyridin-2-yl)-2-oxoethyl ester